(2E)-3-octadecyl-2-[(E)-3-(3-octadecyl-1,3-benzoxazol-3-ium-2-yl)prop-2-enylidene]-1,3-benzoxazole C(CCCCCCCCCCCCCCCCC)N1\C(\OC2=C1C=CC=C2)=C/C=C/C=2OC1=C([N+]2CCCCCCCCCCCCCCCCCC)C=CC=C1